C(CCCCCCCCCCCCCCCCCC)NCCCCCCCCCCCCCCCCCCC di-n-nonadecyl-amine